3-(diethylamino)propan-1-yn C(C)N(CC#C)CC